N1(N=CC=C1)C1=NC(=NC(=N1)C1=NC(=CC=C1)C(F)(F)F)NC1=CC(=NC=C1)C(F)(F)F 4-(1H-pyrazol-1-yl)-6-(6-(trifluoromethyl)pyridin-2-yl)-N-(2-(trifluoromethyl)pyridin-4-yl)-1,3,5-triazin-2-amine